[F-].[CH2+]C.[CH2+]C.[CH2+]C.[F-].[F-] triethylium fluoride